CN(S(=O)(=O)C1CN(C1)C(=O)OC(C)(C)C)C tert-butyl 3-(N,N-dimethylsulfamoyl)azetidine-1-carboxylate